N-[(2S)-5-[[(1R,2S)-2-(4-Fluorophenyl)cyclopropyl]amino]-1-(8-methyl-3,8-diazabicyclo[3.2.1]octane-1-yl)-1-oxopentan-2-yl]-4-(1H-1,2,3-triazol-1-yl)benzamide FC1=CC=C(C=C1)[C@H]1[C@@H](C1)NCCC[C@@H](C(=O)C12CNCC(CC1)N2C)NC(C2=CC=C(C=C2)N2N=NC=C2)=O